pyridinium (2S,5R)-N'-(morpholin-4-ylcarbonyl)-7-oxo-6-(sulfooxy)-1,6-diazabicyclo-[3.2.1]octane-2-carbohydrazide N1(CCOCC1)C(=O)NNC(=O)[C@H]1N2C(N([C@H](CC1)C2)OS(=O)(=O)O)=O.[NH+]2=CC=CC=C2